2-ethyl-benzenamine C(C)C1=C(C=CC=C1)N